dibenzenesulfonylsulfinic acid C1(=CC=CC=C1)S(=O)(=O)S(=O)(O)S(=O)(=O)C1=CC=CC=C1